4-Hydroxyphenethyl ((3,5,6-trimethylpyrazin-2-yl) methyl) carbonate C(OCCC1=CC=C(C=C1)O)(OCC1=NC(=C(N=C1C)C)C)=O